2-(4-dimethylamino-phenyl)-1H-benzimidazole-5-carboxylic acid (6-methoxy-pyridin-3-yl)-amide COC1=CC=C(C=N1)NC(=O)C1=CC2=C(NC(=N2)C2=CC=C(C=C2)N(C)C)C=C1